1-(Cyclopropylmethyl)-2-oxo-5-(piperidin-1-ylmethyl)-1,2-dihydropyridine-3-carboxylic acid C1(CC1)CN1C(C(=CC(=C1)CN1CCCCC1)C(=O)O)=O